ClC1=C(NC2=CC=C(C(=C12)Cl)F)C(=O)N1CCN(CC1)C(COC1CN(C1)C)=O 1-(4-(3,4-dichloro-5-fluoro-1H-indole-2-carbonyl)piperazin-1-yl)-2-((1-methylazetidin-3-yl)oxy)ethan-1-one